[Si](C)(C)(C(C)(C)C)OC(CCC1=NN2C(C=C(C(=C2)OC)N)=C1)(C)C 2-[3-[tert-butyl(dimethyl)silyl]oxy-3-methylbutyl]-6-methoxy-pyrazolo[1,5-a]pyridin-5-amine